6-cyclopropyl-2-(4-cyclopropyl-2,6-dimethylphenyl)-2,5-dihydro-4H-pyrazolo[3,4-d]pyrimidin-4-one C1(CC1)C=1NC(C=2C(N1)=NN(C2)C2=C(C=C(C=C2C)C2CC2)C)=O